ClC=1C=C(C=CC1F)NC1=NC2=CC=CC=C2C(=N1)N[C@H](CCC)C1CC1 (R)-N2-(3-chloro-4-fluorophenyl)-N4-(1-cyclopropylbutyl)quinazoline-2,4-diamine